dicaesium(1+) carbonate C([O-])([O-])=O.[Cs+].[Cs+]